6-acetyl-8-cyclopentyl-5-methyl-2-(5-piperazin-1-yl-pyridin-2-ylamino)-8H-pyrido[2,3-d]pyrimidine C(C)(=O)C1=C(C2=C(N=C(N=C2)NC2=NC=C(C=C2)N2CCNCC2)N(C1)C1CCCC1)C